C(C1=CC=CC=C1)OCCC(CO)(CO)C(F)(F)F 2-(2-(benzyloxy)ethyl)-2-(trifluoromethyl)propane-1,3-diol